C(C(C)(C)C)(=O)OC=1C(C2=CC=CC=C2C(C1C1CCC(CC1)C1=CC=C(C=C1)Cl)=O)=O 3-((1r,4r)-4-(4-chlorophenyl)cyclohexyl)-1,4-dioxo-1,4-dihydronaphthalen-2-yl pivalate